(S)-N-(2-Chloro-3-(3'-chloro-6-methoxy-5-((((5-oxopyrrolidin-2-yl)methyl)amino)methyl)-[2,4'-bipyridin]-2'-yl)phenyl)-4-(((3-fluoropropyl)amino)methyl)-5-methoxypicolinamide ClC1=C(C=CC=C1C1=NC=CC(=C1Cl)C1=NC(=C(C=C1)CNC[C@H]1NC(CC1)=O)OC)NC(C1=NC=C(C(=C1)CNCCCF)OC)=O